C(C)OC(=O)C1(CC1)C1=CC=C(C=C1)C1=NC(=CC=C1)OCC1=C(C=C(C=C1)C#N)F.O=C1NC(CCC1N1C(C2=CC=CC(=C2C1)NCCCCCCCCCCCCC(=O)N)=O)=O 13-((2-(2,6-diketopiperidin-3-yl)-1-oxoisoindol-4-yl)amino)tridecanoamide Ethyl-1-(4-(6-((4-cyano-2-fluorobenzyl)oxy)pyridin-2-yl)phenyl)cyclopropane-1-carboxylate